3-Bromo-5-chloro-4-hydroxy-benzenesulfonyl chloride BrC=1C=C(C=C(C1O)Cl)S(=O)(=O)Cl